5-ethoxycarbonylethyl-bicyclo[2.2.1]hept-2-ene C(C)OC(=O)CCC1C2C=CC(C1)C2